(1R,2S,5S)-3-((2S,3R)-2-((tert-butoxycarbonyl)amino)-3-methoxybutanoyl)-6,6-dimethyl-3-azabicyclo[3.1.0]hexane-2-carboxylic acid C(C)(C)(C)OC(=O)N[C@H](C(=O)N1[C@@H]([C@H]2C([C@H]2C1)(C)C)C(=O)O)[C@@H](C)OC